pyridine-6-Carbonitrile N1=CC=CC=C1C#N